FC=1C(=NC(=NC1C)NC=1C(=NN(C1)C(C#N)(C)C)C)OCC1CCC(CC1)O 2-(4-((5-fluoro-4-(((1R,4R)-4-hydroxycyclohexyl)methoxy)-6-methylpyrimidin-2-yl)amino)-3-methyl-1H-pyrazol-1-yl)-2-methylpropanenitrile